ethyl 4-methyl-2-(4-methyl-2-oxo-5-(2-oxoethyl)pyridin-1(2H)-yl)pentanoate CC(CC(C(=O)OCC)N1C(C=C(C(=C1)CC=O)C)=O)C